C(C1=CC=CC=C1)N1C(C2=CC=C(C=C2C=C1)C=1C=C(C#N)C=CC1)=O 3-(2-benzyl-1-oxo-1,2-dihydroisoquinolin-6-yl)benzonitrile